C(C)(C)(C)OC(=O)N1C(COCC1)C1=C(C=CC(=C1)Cl)COCC=C.ClC=1C=CC(=C(C1)C1N(CCOC1)C(=O)OC(C)(C)C)CO tert-Butyl 3-(5-chloro-2-(hydroxymethyl)phenyl)morpholine-4-carboxylate tert-butyl-3-(2-(allyloxymethyl)-5-chlorophenyl)morpholine-4-carboxylate